[C@@H]1([C@H](O)[C@H](O)[C@@H](CO)S1)N1C(=O)N=C(N)C=C1 4'-thio-cytidine